3-(1-amino-2-methylbut-3-yn-2-yl)azetidine-1-carboxylic acid benzyl ester C(C1=CC=CC=C1)OC(=O)N1CC(C1)C(CN)(C#C)C